tert-butyl (S)-4-(6-(2-fluoro-6-methoxyphenyl)-7-oxo-6,7-dihydro-5H-pyrrolo[3,4-d]pyrimidin-4-yl)-3-methylpiperazine-1-carboxylate FC1=C(C(=CC=C1)OC)N1C(C=2N=CN=C(C2C1)N1[C@H](CN(CC1)C(=O)OC(C)(C)C)C)=O